(S)-di-tert-butyl 5-(2-(4-(5-chloro-2-(1H-tetrazol-1-yl) phenyl)-2,3-dioxopiperazin-1-yl)-3-(4-((N,N-dimethylsulfamoyl) amino) phenyl) propionamido)-1H-indole-1,2-dicarboxylate ClC=1C=CC(=C(C1)N1C(C(N(CC1)[C@H](C(=O)NC=1C=C2C=C(N(C2=CC1)C(=O)OC(C)(C)C)C(=O)OC(C)(C)C)CC1=CC=C(C=C1)NS(N(C)C)(=O)=O)=O)=O)N1N=NN=C1